C(C1=CC=CC=C1)C1N=C(N(C1)C=C=O)CC1=CC=CC=C1 dibenzyl-2-oxovinylimidazoline